COC(=O)N1C[C@@H](OCC1)CC1=C(N=C2N1C=CC(=C2)C(F)F)C2=C(C=C(C=C2F)C(NC)=O)F (S)-2-((2-(2,6-difluoro-4-(methylcarbamoyl)phenyl)-7-(difluoromethyl)imidazo[1,2-a]pyridin-3-yl)methyl)morpholine-4-carboxylic acid methyl ester